tert-Butyl 4-((6-(hydroxymethyl)pyridin-2-yl)methyl)-3,6-dihydropyridine-1(2H)-carboxylate OCC1=CC=CC(=N1)CC=1CCN(CC1)C(=O)OC(C)(C)C